[Br-].N1C=NC=C1 Imidazole bromide